CN1C[C@@H](C[C@H]1COC1=CC=C(C=C1)[N+](=O)[O-])O (3R,5S)-1-methyl-5-[(4-nitrophenoxy)methyl]pyrrolidin-3-ol